[Si](C)(C)(C(C)(C)C)OCCO 2-(tert-butyl-dimethylsilyloxy)ethanol